ClC1=C2CN(C(C2=CC(=C1C)CC1=CC=C(C=C1)N1N=CC=C1)=O)[C@H]1COCC[C@@H]1O 4-chloro-2-[(3S,4S)-4-hydroxytetrahydro-2H-pyran-3-yl]-5-methyl-6-[4-(1H-pyrazol-1-yl)benzyl]-2,3-dihydro-1H-isoindol-1-one